bis(4-(3-aminophenoxy)phenyl)sulfone NC=1C=C(OC2=CC=C(C=C2)S(=O)(=O)C2=CC=C(C=C2)OC2=CC(=CC=C2)N)C=CC1